2,2,2-trifluoro-1-methoxy-1-(trifluoromethyl)ethyl-butanamide FC(C(C(F)(F)F)(OC)C(C(=O)N)CC)(F)F